ClC1=CC=C(C=C1)[C@@H](C)NC([C@@H]1N(CCC1)C(=O)[C@@H]1CN(CCC1)S(=O)(=O)N1CC(C1)S(=O)(=O)C)=O N-((1R)-1-(4-chlorophenyl)ethyl)-1-(((3S)-1-((3-(methylsulfonyl)-1-azetidinyl)sulfonyl)-3-piperidinyl)carbonyl)-D-prolinamide